COC1=C(C=CC=C1)C(C)NC(=O)C1=C(OC=2N=CN=C(C21)NC2(CC2)C)C N-[1-(2-methoxyphenyl)ethyl]-6-methyl-4-[(1-methylcyclopropyl)amino]furo[2,3-d]pyrimidine-5-carboxamide